CN1C=NC=C1C1=NC(=CC(=N1)C(=O)OC)C1CCOCC1 Methyl 2-(1-methyl-1H-imidazol-5-yl)-6-(tetrahydro-2H-pyran-4-yl)pyrimidine-4-carboxylate